tert-butyl 7-(6-(trifluoromethyl)pyrazin-2-yl)-2,7-diazaspiro[3.5]nonane-2-carboxylate FC(C1=CN=CC(=N1)N1CCC2(CN(C2)C(=O)OC(C)(C)C)CC1)(F)F